FC(C=1N=C2C(=NC=NC2=NC1C)C1=C(C=C(C=C1)F)F)F 6-(difluoromethyl)-4-(2,4-difluorophenyl)-7-methyl-pteridine